C(C)N(S(=O)(=O)C1=CN=C2N1C=CC=N2)C(C(F)(F)F)C2=CC=C(C=C2)F N-ethyl-N-(2,2,2-trifluoro-1-(4-fluorophenyl)ethyl)imidazo[1,2-a]pyrimidine-3-sulfonamide